calcium 6-methyl-5,8-dioxo-5,6,7,8-tetrahydrobenzo[b][1,4]dioxine-6-sulfonate CC1(C(C2=C(OC=CO2)C(C1)=O)=O)S(=O)(=O)[O-].[Ca+2].CC1(C(C2=C(OC=CO2)C(C1)=O)=O)S(=O)(=O)[O-]